C(CCCCCCC)N1C2=C(C3=C1C=CS3)SC=C2 N-octyldithieno[3,2-b:2',3'-d]pyrrole